FC1(C(C=2C(=CN(C2CC1)C1=C(C(=C(C#N)C=C1)F)F)C(F)(F)F)O)F (5,5-difluoro-4-hydroxy-3-(trifluoromethyl)-4,5,6,7-tetrahydro-1H-indol-1-yl)-2,3-difluorobenzonitrile